COC=1C=C(C=CC2=NC(=NC(=N2)C(Cl)(Cl)Cl)C(Cl)(Cl)Cl)C=CC1OC 3,4-dimethoxystyryl-2,6-bis(trichloromethyl)-s-triazine